(R)- or (S)-2-(3-(acrylamidomethyl)-1-(4-(trifluoromethyl)phenyl)-1,2,3,4-tetrahydroquinolin-5-yl)acetic acid C(C=C)(=O)NC[C@@H]1CN(C2=CC=CC(=C2C1)CC(=O)O)C1=CC=C(C=C1)C(F)(F)F |o1:6|